(2S)-3-methyl-2-{methyl-[3-(prop-2-enoyl)-1-oxa-3,7-diazaspiro[4.4]nonan-7-yl]carbonylamino}butyric acid CC([C@@H](C(=O)O)N(C(=O)N1CC2(CN(CO2)C(C=C)=O)CC1)C)C